(2S)-1-[(6-{[(2-Methylbiphenyl-3-yl)amino]carbonyl}pyridin-3-yl)methyl]piperidin CC1=C(C=CC=C1NC(=O)C1=CC=C(C=N1)CN1CCCCC1)C1=CC=CC=C1